tert-butyl (5-methoxy-2,4-dimethyl-3-nitrophenyl)carbamate COC=1C(=C(C(=C(C1)NC(OC(C)(C)C)=O)C)[N+](=O)[O-])C